(1R,3S,5R)-tert-Butyl 3-((6-bromo-3-(3-morpholinopropyl)pyridin-2-yl)carbamoyl)-5-methyl-2-azabicyclo[3.1.0]hexane-2-carboxylate BrC1=CC=C(C(=N1)NC(=O)[C@H]1N([C@@H]2C[C@@]2(C1)C)C(=O)OC(C)(C)C)CCCN1CCOCC1